[N+](=O)([O-])C=1C=C(C=NC1)[C@@H]1[C@H](C1)C(=O)OC methyl (1S,2S)-2-(5-nitro-3-pyridyl)cyclopropanecarboxylate